3,5-dimethyl-4-(pyrrolidine-1-carbonyl)piperazine CC1CNCC(N1C(=O)N1CCCC1)C